((R)-2-methyl-morpholino)methanone C[C@H]1OCCN(C1)C=O